5-pyrimidin-2-yl-N-[3-[6-(trifluoromethyl)-1H-benzo[d]imidazol-2-yl]phenyl]pyridin-2-amine N1=C(N=CC=C1)C=1C=CC(=NC1)NC1=CC(=CC=C1)C1=NC2=C(N1)C=C(C=C2)C(F)(F)F